3-(1-cyclopropyl-1H-pyrazol-4-yl)-5-(1-(3-fluorophenyl)ethoxy)pyrazolo[1,5-a]pyrimidine C1(CC1)N1N=CC(=C1)C=1C=NN2C1N=C(C=C2)OC(C)C2=CC(=CC=C2)F